NC1(CCC1)CNC(=O)C1=CN(CCS1)C=1C2=C(N=CN1)NC=C2C N-((1-aminocyclobutyl)methyl)-4-(5-methyl-7H-pyrrolo[2,3-d]pyrimidin-4-yl)-3,4-dihydro-2H-1,4-thiazine-6-carboxamide